N-4-methoxybenzylcarbamic acid COC1=CC=C(CNC(O)=O)C=C1